ethyl 2-(cyclohex-3-en-1-yl)cyclopropane-1-carboxylate C1(CC=CCC1)C1C(C1)C(=O)OCC